3-Amino-N-(5-(3-(3,3-dimethylbutoxy)-5-fluorophenyl)-4-(2,6-dimethylphenyl)thiazol-2-yl)-2-fluorobenzenesulfonamide NC=1C(=C(C=CC1)S(=O)(=O)NC=1SC(=C(N1)C1=C(C=CC=C1C)C)C1=CC(=CC(=C1)F)OCCC(C)(C)C)F